(2R)-4-[2-[[4-[5-[tert-butyl(dimethyl)silyl]oxy-1-tetrahydropyran-2-yl-indazol-3-yl]-1-methyl-imidazol-2-yl]methoxy]ethoxy]butan-2-ol [Si](C)(C)(C(C)(C)C)OC=1C=C2C(=NN(C2=CC1)C1OCCCC1)C=1N=C(N(C1)C)COCCOCC[C@@H](C)O